N(I)(I)I nitrogen tri-iodide